NC1=NC=CC=C1C1=NC=2C(=NC(=CC2)C2=CC(=CC=C2)F)N1C1=CC=C(CN2CCN(CC2)C2=CC(=NC=N2)C#N)C=C1 6-(4-(4-(2-(2-Aminopyridin-3-yl)-5-(3-fluorophenyl)-3H-imidazo[4,5-b]pyridin-3-yl)benzyl)piperazin-1-yl)pyrimidine-4-carbonitrile